COCCCN(C(C1=CC(=CC=C1)NC1=NC=C(C(=N1)NCC=1C(=NC=CC1)N(S(=O)(=O)C)C)C(F)(F)F)=O)C N-(3-methoxypropyl)-N-methyl-3-({4-[({2-[methyl(methylsulfonyl)amino]pyridin-3-yl}methyl)amino]-5-(trifluoromethyl)pyrimidin-2-yl}amino)benzamide